N-(4-((4-phenethyl-4-(pyridin-2-yl)piperidin-1-yl)methyl)phenyl)acetamide C(CC1=CC=CC=C1)C1(CCN(CC1)CC1=CC=C(C=C1)NC(C)=O)C1=NC=CC=C1